C(C=C)(=O)N1[C@@H]([C@H](OCC1)C1=CC=NC(=C1)Cl)C(C)C 4-((2R,3R)-4-acryloyl-3-isopropylmorpholin-2-yl)-6-chloropyridin